7-methoxy-1-methyl-3-(4-methyl-5-phenoxy-phenyl)-1H-pyrrolo[2,3-C]pyridine COC=1N=CC=C2C1N(C=C2C2=CC=C(C(=C2)OC2=CC=CC=C2)C)C